COC1=CC=C(CC=2C3=C(C=4N(N2)C(=NN4)CC4CCOCC4)N=CC(=C3)N3CCOCC3)C=C1 6-(4-methoxybenzyl)-8-(morpholin-4-yl)-3-(tetrahydro-2H-pyran-4-ylmethyl)pyrido[2,3-d][1,2,4]triazolo[4,3-b]pyridazine